2-methyl-5-((4-(7-methyl-[1,2,4]triazolo[1,5-a]pyridin-6-yl)piperidin-1-yl)sulfonyl)-4-(trifluoromethyl)thiazole CC=1SC(=C(N1)C(F)(F)F)S(=O)(=O)N1CCC(CC1)C=1C(=CC=2N(C1)N=CN2)C